ClC=1C(=NC(=NC1)N1C[C@H]([C@@H](CC1)NC1=CC=C2C(=NN(C2=C1)C)[C@@H]1C(NC(CC1)=O)=O)C)NC=1C=C2CC(N(C2=CC1)CCNC)=O (R)-3-(6-(((3R,4R)-1-(5-chloro-4-((1-(2-(methylamino)ethyl)-2-oxoindolin-5-yl)amino)pyrimidin-2-yl)-3-methylpiperidin-4-yl)amino)-1-methyl-1H-indazol-3-yl)piperidine-2,6-dione